C(CCCCCCCCCCC)C1=C(C=CC2=CC=CC=C12)N.[Na] sodium 1-dodecylnaphthylamine